CC1=CC=CC=2NC(=NC21)CC 4-methyl-2-ethyl-1H-benzimidazole